C(C)(=O)[O-].C(CCCCCCCCC)[NH+]1C=CC=C1 N-Decylpyrrolium acetate